2-(3-chlorophenyl)-1-ethyl-4-oxo-6-[[3-(trifluoromethyl)pyrazol-1-yl]methyl]pyridine-3-carboxylic acid ClC=1C=C(C=CC1)C=1N(C(=CC(C1C(=O)O)=O)CN1N=C(C=C1)C(F)(F)F)CC